N-(2-((S)-3,4-dimethylpiperazin-1-yl)-5-((6-((S)-3-(3-(3-fluorophenoxy)benzyl)isoxazolidin-2-yl)pyrimidin-4-yl)amino)-4-methoxyphenyl)acrylamide C[C@H]1CN(CCN1C)C1=C(C=C(C(=C1)OC)NC1=NC=NC(=C1)N1OCC[C@@H]1CC1=CC(=CC=C1)OC1=CC(=CC=C1)F)NC(C=C)=O